CC=1C(=C(C=NC1)N)C1=CCC2(OCCO2)CC1 5-methyl-4-(1,4-dioxaspiro[4.5]dec-7-en-8-yl)pyridin-3-amine